Trans-4-[[4-chloro-2-[3-[(2,2-difluoro-1,3-benzodioxol-5-yl)-methyl-carbamoyl]phenyl]-5-(trifluoromethyl)pyrazol-3-yl]methoxy]cyclohexane-carboxylic acid ClC1=C(N(N=C1C(F)(F)F)C1=CC(=CC=C1)C(N(C)C1=CC2=C(OC(O2)(F)F)C=C1)=O)CO[C@@H]1CC[C@H](CC1)C(=O)O